1-(2-(2-(1H-tetrazol-5-yl)phenyl)-6-(benzyl(propyl)amino)pyridin-4-yl)-3-(4-(difluoromethoxy)phenyl)urea N1N=NN=C1C1=C(C=CC=C1)C1=NC(=CC(=C1)NC(=O)NC1=CC=C(C=C1)OC(F)F)N(CCC)CC1=CC=CC=C1